ethylenediaminetetraacetic acid sodium manganese [Mn].[Na].C(CN(CC(=O)O)CC(=O)O)N(CC(=O)O)CC(=O)O